(dibenzylideneacetone) dipalladium(0) [Pd].[Pd].C(C1=CC=CC=C1)=CC(=O)C=CC1=CC=CC=C1